3-methyl-5-(4-nitrophenyl)-1H-1,2,4-triazole CC1=NNC(=N1)C1=CC=C(C=C1)[N+](=O)[O-]